5-[(2,3-Di-tert-butylphenoxyethylsulfanyl)methyl]-1,3,4-oxadiazole-2(3H)-thione C(C)(C)(C)C1=C(OCCSCC2=NNC(O2)=S)C=CC=C1C(C)(C)C